3-{8-amino-6-[1-(1-cyano-1-methylethyl)-1H-pyrazol-4-yl]imidazo[1,2-a]pyrazin-3-yl}-N-(trans-4-hydroxycyclohexyl)-4-methylbenzenesulfonamide NC=1C=2N(C=C(N1)C=1C=NN(C1)C(C)(C)C#N)C(=CN2)C=2C=C(C=CC2C)S(=O)(=O)N[C@@H]2CC[C@H](CC2)O